2-methyl-5-(3-(difluoromethoxy)phenyl)-N-(3-((4-methylpiperazin-1-yl)methyl)-1,2,4-thiadiazol-5-yl)thiophene-3-carboxamide CC=1SC(=CC1C(=O)NC1=NC(=NS1)CN1CCN(CC1)C)C1=CC(=CC=C1)OC(F)F